F[C@H]1[C@@H]2CC[C@H](C[C@H]1N(C=1N=CC(=NC1)C1=C(C=C(C=C1)C1=CC(N(C=N1)C)=O)O)C)N2 6-(4-(5-(((1S,2S,3R,5R)-2-fluoro-8-azabicyclo[3.2.1]octan-3-yl)(methyl)amino)pyrazin-2-yl)-3-hydroxyphenyl)-3-methylpyrimidin-4(3H)-one